N-(2-buten-4-yl)-N'-(3-(octahydro-2H-quinolizin-2-yl)pyrrolo[3,2-b]pyridin-5-yl)urea CC=CCNC(=O)NC1=CC=C2C(=N1)C(=CN2)C2CC1CCCCN1CC2